FC1=CC=C(C=C1)C1=CC2(CN(C2)C(=O)C=2C=C3CN(C(C3=CC2)=O)C2C(NC(CC2)=O)=O)C1 3-{5-[6-(4-fluorophenyl)-2-azaspiro[3.3]hept-5-ene-2-carbonyl]-1-oxo-3H-isoindol-2-yl}piperidine-2,6-dione